(9R,13S)-13-{4-[5-chloro-2-(1-ethyl-1H-pyrazol-4-yl)phenyl]-6-oxo-1,6-dihydropyrimidin-1-yl}-3,9-dimethyl-3,4,7,15-tetraazatricyclo[12.3.1.02,6]Octadec-1(18),2(6),4,14,16-pentaen-8-one ClC=1C=CC(=C(C1)C=1N=CN(C(C1)=O)[C@H]1CCC[C@H](C(NC=2C=NN(C2C=2C=CN=C1C2)C)=O)C)C=2C=NN(C2)CC